C(C)C(C(=O)OCCOC(C(CCC(C)C)(C)CC)=O)(CCC(C)C)C ethylene bis(2-ethyl-2,5-dimethylhexanoate)